[S-]CC.[Li+] lithium thioethoxide